2-[4-(1,3-benzoxazol-2-yl)-5-hydroxy-1-methyl-6-oxopyrimidin-2-yl]-1-(2-methoxyphenyl)-3,4-dihydro-1H-isoquinoline-7-carboxamide O1C(=NC2=C1C=CC=C2)C=2N=C(N(C(C2O)=O)C)N2C(C1=CC(=CC=C1CC2)C(=O)N)C2=C(C=CC=C2)OC